ClC1=C2C(=C(N=N1)Cl)N=C(C=C2)C 5,8-Dichloro-2-methylpyrido[2,3-d]pyridazine